1-(3-fluorobicyclo[1.1.1]pentan-1-yl)-4-((6-(pyridin-2-yl)pyridazin-3-yl)methyl)-1,4-dihydropyrazine-2,3-dione FC12CC(C1)(C2)N2C(C(N(C=C2)CC=2N=NC(=CC2)C2=NC=CC=C2)=O)=O